Ethyl (5R)-5-methyl-2-[2-methyl-6-(propan-2-ylamino)pyridin-3-yl]-6,7-dihydro-5H-pyrazolo[5,1-b][1,3]oxazine-3-carboxylate C[C@@H]1CCN2C(O1)=C(C(=N2)C=2C(=NC(=CC2)NC(C)C)C)C(=O)OCC